Cl.CC1=CC(=NN1C1=CC2=CC=CC=C2C=C1)OCCN1CCCC1 5-methyl-1-(naphthalen-2-yl)-3-[2-(pyrrolidin-1-yl)ethoxy]-1H-pyrazole hydrochloride